methyl 4-(4-amino-1H-pyrazol-1-yl)thiophene-2-carboxylate NC=1C=NN(C1)C=1C=C(SC1)C(=O)OC